C1(C=CCC=C1)NC(C1=CC=C(C(=O)NC2CCCCC2)C=C1)=O N-(cyclohexa-2,5-dien-1-yl)-N'-cyclohexyl-terephthalamide